C1(CC1)[C@H](C)N1C(C2=C(C=C(C=C2C1)C1=NC2=C(C(=NN2C=C1)N)C(=O)NC=1C=NC(=CC1)C)OC(F)(F)F)=O 2-[(S)-1-Cyclopropylethyl]-5-{2-amino-3-[(6-methyl-3-pyridinylamino)carbonyl]-1,4,7a-triaza-5-indenyl}-7-trifluoromethoxy-1-isoindolinone